OC(CC1=C(C(=CC(=C1)CCCCC)CCCCC)O)C 2-(2-hydroxypropyl)-4,6-dipentylphenol